tert-butyl (trans-4-((4-(4-amino-2-oxopyrimidin-1(2H)-yl)benzyl)(ethyl)amino)cyclohexyl)carbamate NC1=NC(N(C=C1)C1=CC=C(CN([C@@H]2CC[C@H](CC2)NC(OC(C)(C)C)=O)CC)C=C1)=O